6,7-dimethoxy-2-methyl-N-[1-(3-methyl-1H-indazol-4-yl)ethyl]quinazolin-4-amine COC=1C=C2C(=NC(=NC2=CC1OC)C)NC(C)C1=C2C(=NNC2=CC=C1)C